ClC=1C(=NN(C1CC1N(C(C2=CC=CC=C12)=O)CC1CC2(C1)OC(NC2)=O)C)OC 2-((1-((4-chloro-3-methoxy-1-methyl-1H-pyrazol-5-yl)methyl)-3-oxoisoindolin-2-yl)methyl)-5-oxa-7-azaspiro[3.4]octan-6-one